O(S(=O)(=O)C(F)(F)F)C1=NC2(CCC2)OC2=C1C=CC=C2 spiro[1,3-benzoxazin-2,1'-cyclobutane]-4-yl triflate